(±)-(4Z)-4-(1,3-benzothiazol-6-ylmethylene)-2-[(4,4-dimethyl-2-oxo-pyrrolidin-3-yl)amino]-1H-imidazol-5-one S1C=NC2=C1C=C(C=C2)\C=C\2/N=C(NC2=O)N[C@H]2C(NCC2(C)C)=O |r|